(Methylamino)-6-benzylamino-9-(tetrahydrofuran-2-yl)-9H-purine CNC1=NC(=C2N=CN(C2=N1)C1OCCC1)NCC1=CC=CC=C1